C(#C)C=1C=NC=C(C1)N1C(CCC1)C 3-ethynyl-5-(2-methylpyrrolidin-1-yl)pyridine